tri(dimethyl-amino)aluminum CN(C)[Al](N(C)C)N(C)C